BrC1=NC(=CC(=C1)OCC#N)S(=O)(=O)C 2-[(2-bromo-6-methanesulfonylpyridin-4-yl)oxy]acetonitrile